FC(C1=C(C=CC(=C1)C(F)(F)F)C(N1N=CC(=C1)N)C1CC1)(F)F 1-((2,4-bis(trifluoromethyl)phenyl)(cyclopropyl)methyl)-1H-pyrazol-4-amine